racemic-[1-(6-{[4-ethyl-5-(4-fluorophenyl)-1-methyl-1H-pyrazol-3-yl]amino}pyrimidin-4-yl)-3,5-dimethyl-1H-pyrazol-4-yl](2-methylpyrrolidin-1-yl)methanone C(C)C=1C(=NN(C1C1=CC=C(C=C1)F)C)NC1=CC(=NC=N1)N1N=C(C(=C1C)C(=O)N1[C@@H](CCC1)C)C |r|